N-((3-(benzyloxy)-6-methyl-4-oxo-1-propyl-1,4-dihydropyridin-2-yl)methyl)-4-methoxybenzenesulfonamide C(C1=CC=CC=C1)OC1=C(N(C(=CC1=O)C)CCC)CNS(=O)(=O)C1=CC=C(C=C1)OC